N-[(3,5-difluoropyridin-2-yl)methyl]-2-[(3R)-3-(methoxymethyl)[1,4'-bipiperidin]-1'-yl]-1,3-thiazole-5-carboxamide FC=1C(=NC=C(C1)F)CNC(=O)C1=CN=C(S1)N1CCC(CC1)N1C[C@@H](CCC1)COC